C1(=CC=CC=C1)C1N(CCNC1)C(=O)N Phenylpiperazinamid